CN(/C=C(/C(=O)OCC)\C1=CC=CC=C1)C ethyl (E)-3-(dimethylamino)-2-phenylacrylate